NC=1C(=C(C(C(=O)O)=CC1I)O)I 4-Amino-3,5-diiodosalicylic acid